BrC1=NC=CC(=C1NC[C@H](CN(C(OC(C)(C)C)=O)C)OC)[N+](=O)[O-] tert-butyl N-[(2R)-3-[(2-bromo-4-nitro-3-pyridyl)amino]-2-methoxy-propyl]-N-methyl-carbamate